O=S1(CCC(CC1)C1=NN2C(N(C3=C(C2=O)CN(C3=O)C(C)C)CC(=O)NC3=NC=C(C=C3)F)=C1)=O 2-[2-(1,1-dioxo-1lambda6-thian-4-yl)-5,8-dioxo-6-(propan-2-yl)-5,6,7,8-tetrahydro-4H-pyrazolo[1,5-a]pyrrolo[3,4-d]pyrimidin-4-yl]-N-(5-fluoropyridin-2-yl)acetamide